(S)-N-(1-(2,4-difluorophenyl)ethyl)-2-(8-fluoro-2,4-dioxo-1,4-dihydroquinazolin-3(2H)-yl)acetamide FC1=C(C=CC(=C1)F)[C@H](C)NC(CN1C(NC2=C(C=CC=C2C1=O)F)=O)=O